ClC1=CC(=C2C(=N1)N(N=N2)[C@H]2[C@@H]([C@@H]([C@H](O2)CO[C@H](CO)P(O)(O)=O)O)O)NC2CCCC2 ((S)-1-(((2R,3S,4R,5R)-5-(5-chloro-7-(cyclopentylamino)-3H-[1,2,3]triazolo[4,5-b]-pyridin-3-yl)-3,4-dihydroxy-tetrahydrofuran-2-yl)methoxy)-2-hydroxyethyl)phosphonic acid